NC(=C)C=1SC=CN1 2-(1-aminovinyl)-thiazole